N,N'-bis(2-hydroxybenzyl)-N,N'-bis(2-pyridylmethyl)-ethylenediamine OC1=C(CN(CCN(CC2=NC=CC=C2)CC2=C(C=CC=C2)O)CC2=NC=CC=C2)C=CC=C1